FC(CN1N=C2N(C(N([C@@H](C2=C1)C)C1CCN(CC1)C1=C(C=CC=C1C)F)=O)CC1=C(C=CC=C1)C(F)(F)F)(C)F (R)-2-(2,2-Difluoro-propyl)-5-[1-(2-fluoro-6-methyl-phenyl)-piperidin-4-yl]-4-methyl-7-(2-trifluoromethyl-benzyl)-2,4,5,7-tetrahydro-pyrazolo[3,4-d]pyrimidin-6-on